tert-butyl(4-bromothiazol-2-yl)(methyl)carbamate C(C)(C)(C)OC(N(C)C=1SC=C(N1)Br)=O